6-METHOXY-1H-INDOL-3-YLBORONIC ACID COC1=CC=C2C(=CNC2=C1)B(O)O